tert-butyl (3-(((5R,8S)-1-fluoro-10-(4-methoxyphenyl)-6,7,8,9-tetrahydro-5H-5,8-epiminocyclohepta[c]pyridin-4-yl)oxy)propyl)(methyl)carbamate FC1=NC=C(C2=C1C[C@@H]1CC[C@H]2N1C1=CC=C(C=C1)OC)OCCCN(C(OC(C)(C)C)=O)C